1-chloro-2,3,3-trifluorocyclobut-1-ene ClC1=C(C(C1)(F)F)F